ClC1=CC=C2CCN(CC2=C1)C(\C=C\C)=O (2E)-1-(7-chloro-1,2,3,4-tetrahydro-isoquinolin-2-yl)but-2-en-1-one